ClC1=CC(=CC=2CNC(COC21)C2CC2)N2C=CC1=CC(=CC=C21)F 9-Chloro-3-cyclopropyl-7-(5-fluoroindol-1-yl)-2,3,4,5-tetrahydro-1,4-benzoxazepine